4-methyl-1,3-hexanediamine CC(C(CCN)N)CC